(3R)-3-[4-(4-{[2-(1-{1-[6-(2-hydroxyphenyl)pyridazin-4-yl]-4-phenylpiperidine-4-carbonyl}piperidin-3-yl)pyrrolidin-1-yl]methyl}piperidin-1-yl)phenyl]piperidine-2,6-dione OC1=C(C=CC=C1)C1=CC(=CN=N1)N1CCC(CC1)(C(=O)N1CC(CCC1)C1N(CCC1)CC1CCN(CC1)C1=CC=C(C=C1)[C@@H]1C(NC(CC1)=O)=O)C1=CC=CC=C1